2-[2-(carboxymethoxy)ethoxy]acetic acid C(=O)(O)COCCOCC(=O)O